ethyl-(acrylamide) glycolate C(CO)(=O)O.C(C)C(C(=O)N)=C